1-benzyl-1H-pyrrol-3,4-dicarboxylate C(C1=CC=CC=C1)N1C=C(C(=C1)C(=O)[O-])C(=O)[O-]